N(=[N+]=[N-])CC1=CC=C(NC(C(C(=O)OC)C)=O)C=C1 methyl 3-[4-(azidomethyl)anilino]-2-methyl-3-oxo-propanoate